BrCCN1C(NC2(C1=O)CCN(CC2)C2=NC=CC=N2)=O 3-(2-Bromoethyl)-8-(pyrimidin-2-yl)-1,3,8-triazaspiro[4.5]decane-2,4-dione